FC1=CC=C(C(=O)NC2CCC(CC2)NC2=NC(=NC(=C2)OC)C(F)(F)F)C=C1 4-fluoro-N-[(1s,4s)-4-{[6-methoxy-2-(trifluoromethyl)pyrimidin-4-yl]amino}cyclohexyl]benzamide